C1(=CC=CC=C1)C1(CC1)C=1NC(C2=C(N1)CCN(C2)C(CC2=C(C=CC=C2)C(F)(F)F)=O)=O 2-(1-phenylcyclopropyl)-6-(2-(2-(trifluoromethyl)phenyl)acetyl)-5,6,7,8-tetrahydropyrido[4,3-d]pyrimidin-4(3H)-one